Diaminoadamantane C1C2CC3CC1CC(C2)(C3N)N